CC=1C(C2=CC=CC=C2C(C1C\C=C(/C)\CCC[C@H](C)CCC[C@H](C)CCCC(C)C)=O)=O 2-METHYL-3-PHYTYL-1,4-NAPHTHOQUINONE